2-(1-(2-fluoro-4-((1S,2S)-6-hydroxy-2-phenyl-1,2,3,4-tetrahydronaphthalen-1-yl)-5-methoxyphenyl)piperidin-4-yl)acetaldehyde FC1=C(C=C(C(=C1)[C@H]1[C@H](CCC2=CC(=CC=C12)O)C1=CC=CC=C1)OC)N1CCC(CC1)CC=O